FC1([C@H](CN(CC1)[C@H](C(=O)NC1=C(C(=O)[O-])C=CC=N1)C)C1=CNC(C=C1)=O)F ((S)-2-((s)-4,4-difluoro-3-(6-oxo-1,6-dihydropyridin-3-yl)piperidin-1-yl)propanamido)nicotinate